NN1C(N(C(C=C1C(F)(F)Cl)=O)C=1C(=CC(=C(C(=O)OC(C(=O)O)(C)C)C1)Br)F)=O 2-[(5-{3-amino-4-[chloro(difluoro)methyl]-2,6-dioxo-3,6-dihydropyrimidine-1(2H)-yl}-2-bromo-4-fluorobenzoyl)oxy]-2-methylpropanoic acid